C(C)(C)(C)OC(=O)N1C(C(CC=C1)O[Si](C)(C)C(C)(C)C)C=1C=CC2=C(N=CS2)C1 (benzo[d]thiazol-5-yl)-3-((tert-butyldimethylsilyl)hydroxy)-3,4-dihydropyridine-1(2H)-carboxylic acid tert-butyl ester